CC=1OC(=CN1)S(=O)(=O)Cl 2-methyloxazole-5-sulfonyl chloride